FC(C1=C(N=C(C=2N1N=CN2)N2[C@H](CC2)C(F)(F)F)C=2C=NN(C2)C2CN(C2)C(=O)OC(C)(C)C)(F)F tertbutyl 3-[4-[5-(trifluoromethyl)-8-[(2R)-2-(trifluoromethyl)azetidin-1-yl]-[1,2,4]triazolo[1,5-a]pyrazin-6-yl]pyrazol-1-yl]azetidine-1-carboxylate